(2-ethyl-7-(trifluoromethyl)imidazo[1,2-c]pyrimidin-3-yl)(4-methoxyphenyl)methanone C(C)C=1N=C2N(C=NC(=C2)C(F)(F)F)C1C(=O)C1=CC=C(C=C1)OC